isopropyl 2-((5-acrylamido-4-((2-(dimethylamino)ethyl)(methyl)amino)-2-methoxy-phenyl)amino)-4-(spiro(cyclopropane-1,3'-pyrrolo[3,2-b]pyridin)-1'(2'H)-yl)pyrimidine-5-carboxylate C(C=C)(=O)NC=1C(=CC(=C(C1)NC1=NC=C(C(=N1)N1CC2(C3=NC=CC=C31)CC2)C(=O)OC(C)C)OC)N(C)CCN(C)C